[O-]S(=O)(=O)C(F)(F)F.BrC1=CC=C(C=C1)C(C1=CN(C2=CC=CC=C12)C)[P+](C1=CC=CC=C1)(C1=CC=CC=C1)C1=CC=CC=C1 ((4-bromophenyl)(1-methyl-1H-indol-3-yl)methyl)triphenyl-phosphonium triflate